N-(3-(trifluoromethyl)phenyl)-4-morpholinyl-6-(2-methylphenoxy)-[1,3,5]triazin-2-amine FC(C=1C=C(C=CC1)NC1=NC(=NC(=N1)N1CCOCC1)OC1=C(C=CC=C1)C)(F)F